2-(Bicyclo[3.1.1]heptan-1-yl)-N-(7-((4-(((R)-1-(3-bromophenyl)ethyl)amino)-6-methoxy-2-methylquinazolin-7-yl)oxy)heptyl)acetamide C12(CCCC(C1)C2)CC(=O)NCCCCCCCOC2=C(C=C1C(=NC(=NC1=C2)C)N[C@H](C)C2=CC(=CC=C2)Br)OC